2-chloro-4-(2',4',6'-trimethylphenyl)quinazoline ClC1=NC2=CC=CC=C2C(=N1)C1=C(C=C(C=C1C)C)C